FC=1C=C(C=CC1)C=1C(=CC(=CC1)C=1C=NOC1C)N 3'-fluoro-4-(5-methylisoxazol-4-yl)-[1,1'-biphenyl]-2-amine